(R)-6-chloro-3-((1-(2-(4,4-difluoropiperidin-1-yl)-6-fluoro-3-methyl-4-oxo-3,4-dihydroquinazolin-8-yl)ethyl)amino)-N-(methylsulfonyl)picolinamide ClC1=CC=C(C(=N1)C(=O)NS(=O)(=O)C)N[C@H](C)C=1C=C(C=C2C(N(C(=NC12)N1CCC(CC1)(F)F)C)=O)F